(R)-4-((1-(3-((5-chloro-4-(1H-indol-3-yl)pyrimidin-2-yl)amino)pyrrolidine-1-carbonyl)piperidine-4-yl)methyl)piperazine-1-carboxylic acid tert-butyl ester C(C)(C)(C)OC(=O)N1CCN(CC1)CC1CCN(CC1)C(=O)N1C[C@@H](CC1)NC1=NC=C(C(=N1)C1=CNC2=CC=CC=C12)Cl